1,3-bis(hydroxymethyl)imidazolium OCN1C=[N+](C=C1)CO